ClC1=CC(=C(C=C1)C1C(C(N(C1CC(C)(C)C)CC)C(=O)N)C1=CC(=CC=C1)Cl)F 4-(4-chloro-2-fluorophenyl)-3-(3-chlorophenyl)-1-ethyl-5-neopentylpyrrolidine-2-carboxamide